C(CCCC1=CC=C(N=N1)N)C1=CC=C(N=N1)N 6,6'-(butane-1,4-diyl)bis(pyridazin-3-amine)